FC(C1=CC=C(C=N1)NCC(=O)O)(F)F 2-((6-(trifluoromethyl)pyridin-3-yl)amino)acetic acid